N=1N(N=C2C1C=CC=C2)C2=CC=C(C=C2)N(C2=CC=C(C=C2)N2N=C1C(=N2)C=CC=C1)C1=CC=C(C=C1)N1N=C2C(=N1)C=CC=C2 tris-(4-benzotriazol-2-yl-phenyl)-amine